ClC1=C(N=C2N=C(N(C2=C1)COCC[Si](C)(C)C)OC1CCC1)C1=CC=C(C=C1)C1CCN(CC1)CCOCCOCCOCCN 11-[4-(p-{6-chloro-2-cyclobutoxy-1-[(3,3-dimethyl-3-silabutoxy)methyl]-1H-1,3,4-triazainden-5-yl}phenyl)-1-piperidyl]-3,6,9-trioxa-1-undecanamine